tert-butyl 2-bromo-3a,6,7,7a-tetrahydrothiazolo[5,4-c]pyridine-5(4H)-carboxylate BrC=1SC2CN(CCC2N1)C(=O)OC(C)(C)C